ClC=1C=2C(N(C(C1C(=O)OC)=O)CC1=CC=C(C=C1)OC)=CN(N2)CC Methyl 7-chloro-2-ethyl-4-(4-methoxybenzyl)-5-oxo-4,5-dihydro-2H-pyrazolo[4,3-b]pyridine-6-carboxylate